3-[4-(2,5-diazaspiro[3.4]octan-5-ylmethyl)phenoxy]piperidine-2,6-dione C1NCC12N(CCC2)CC2=CC=C(OC1C(NC(CC1)=O)=O)C=C2